C1(CCC1)CN(C(OC(C)(C)C)=O)[C@H]1CN(CCC1)C=1N=NC(=CC1)CNC(=O)C=1C=2C=NN(C2C=C(C1)OC)C1OCCCC1 tert-butyl (cyclobutylmethyl)((3R)-1-(6-((6-methoxy-1-(tetrahydro-2H-pyran-2-yl)-1H-indazole-4-carboxamido)methyl)pyridazin-3-yl)piperidin-3-yl)carbamate